trans-N1-(5-(3-(2-fluoroethyl)-2-methyl-3H-imidazo[4,5-b]pyridin-5-yl)pyrrolo[2,1-f][1,2,4]triazin-2-yl)cyclobutane-1,3-diamine FCCN1C(=NC=2C1=NC(=CC2)C=2C=CN1N=C(N=CC12)N[C@@H]1C[C@H](C1)N)C